C12C(C3CC(CC(C1)C3)C2)=N Adamantanimine